(R)-4-(3H-[1,2,3]triazolo[4,5-b]pyridin-3-yl)-N-(6-cyanoisoquinolin-1-yl)-2-fluoro-N-(piperidin-3-yl)benzamide TFA salt OC(=O)C(F)(F)F.N1=NN(C2=NC=CC=C21)C2=CC(=C(C(=O)N([C@H]1CNCCC1)C1=NC=CC3=CC(=CC=C13)C#N)C=C2)F